CC1(O)CC(O)(CC(O)(C1)C)C 1,3,5-Trimethylphloroglucinol